O.O.[SH-].[SH-].[Fe].[Fe].[Fe].[Fe] The molecule is a hybrid iron-sulfur-oxygen cluster in which four iron atoms are linked by two sulfur and two oxygen bridging ligands It has a role as a cofactor.